[Cl-].N(=[N+]=[N-])CC[N+]1=CC(=CC(=C1)C)C 1-(2-azidoethyl)-3,5-dimethylpyridinium chloride